Ethyl 6-phenyl-5,6-dihydro-4H-pyrrolo[1,2-b]pyrazole-2-carboxylate C1(=CC=CC=C1)C1CCC=2N1N=C(C2)C(=O)OCC